C1(CC1)N1N=CC(=C1C)C=O cyclopropyl-5-methyl-1H-pyrazole-4-carbaldehyde